CS(=O)(=O)C=1C=C(C=CC1)C=1N(C2=CC=C(C=C2C1)N)C 2-[3-(methanesulfonyl)phenyl]-1-methyl-1H-indol-5-amine